(2R)-2-amino-2-phenylethan-1-ol N[C@@H](CO)C1=CC=CC=C1